2-(3-fluorophenyl)-4-methylimidazo[1,5-b]pyridazine-7-carboxylic acid sodium salt [Na+].FC=1C=C(C=CC1)C=1C=C(C=2N(N1)C(=NC2)C(=O)[O-])C